C(CCCCC(=O)[O-])(=O)OCC(N)N diaminoethyl adipate